CN(C(=O)C1COC1)CCCNC1=NC(=NC=C1C(F)(F)F)NC=1C(=NN(C1)C1CC2CCC(C1)N2C)C N-methyl-N-(3-((2-((3-methyl-1-(8-methyl-8-azabicyclo[3.2.1]octan-3-yl)-1H-pyrazol-4-yl)amino)-5-(trifluoromethyl)pyrimidin-4-yl)amino)propyl)oxetane-3-carboxamide